[(5-{2-cyclopropyl-6-[4-fluoro-3-(propan-2-yl)phenyl]imidazo[1,2-a]pyrazin-3-yl}-4-fluoro-1H-indazol-1-yl)methoxy]phosphonic acid C1(CC1)C=1N=C2N(C=C(N=C2)C2=CC(=C(C=C2)F)C(C)C)C1C=1C(=C2C=NN(C2=CC1)COP(O)(O)=O)F